1-(2-vinylphenyl)cyclopropane-1-carbonitrile C(=C)C1=C(C=CC=C1)C1(CC1)C#N